γ-Isocyanatopropyl-trimethoxysilan N(=C=O)CCC[Si](OC)(OC)OC